ClC=1N=C2C(=NC1)NC=C2C2=NC(=C(C(=N2)N[C@@H]2[C@H](C1CCC2CC1)C(=O)O)F)C=1SC(=CC1)C (2S,3S)-3-((2-(2-chloro-5H-pyrrolo[2,3-b]pyrazin-7-yl)-5-fluoro-6-(5-methylthiophen-2-yl)pyrimidin-4-yl)amino)bicyclo[2.2.2]octane-2-carboxylic acid